4H-thiazol S1C=NCC1